(R)-1-(3-(1-(4-phenoxyphenyl)imidazo[1,5-a]pyrazin-3-yl)piperidin-1-yl)prop-2-en-1-one O(C1=CC=CC=C1)C1=CC=C(C=C1)C=1N=C(N2C1C=NC=C2)[C@H]2CN(CCC2)C(C=C)=O